diethyl-dithiol C(C)C1=CC(SS1)CC